C(C1=CC=CC=C1)OC1=CC=C(NC=2C=C(N(C2C)C)C#N)C=C1 4-[4-(benzyloxy)anilino]-1,5-dimethyl-1H-pyrrole-2-carbonitrile